amino-5'-benzoyl-7-chloro-2-oxo-6'-phenylspiro[indoline-3,4'-pyran]-3'-carbonitrile NC=1OC(=C(C2(C1C#N)C(NC1=C(C=CC=C12)Cl)=O)C(C1=CC=CC=C1)=O)C1=CC=CC=C1